C([C@H](C(=O)O)O)O The molecule is the D-enantiomer of glyceric acid. It is a conjugate acid of a D-glycerate. It is an enantiomer of a L-glyceric acid.